OC1=CC=C(C=C1)C=1OC(=NN1)C1=CC(=C(C(=C1)OC)OC)OC (4-hydroxyphenyl)-5-(3,4,5-trimethoxyphenyl)-1,3,4-oxadiazole